ClC=1C=C(C=CC1)C#C\C=C/1\C(CN(CC1)C(=O)C1=CC(=CC=C1)C)(C)C {(4E)-4-[3-(3-chlorophenyl)prop-2-yn-1-ylidene]-3,3-dimethylpiperidin-1-yl}(3-methylphenyl)methanone